4-[(4-Fluoro-oxan-4-yl)methyl]Amino-3-nitrobenzene-1-sulfonamide FC1(CCOCC1)CNC1=C(C=C(C=C1)S(=O)(=O)N)[N+](=O)[O-]